C(C1=CC=CC=C1)O[Si](CC)(CC)OCC1=CC=C(C=C1)C benzyloxy(4-methylbenzyloxy)diethylsilane